tert-butyl 4-(5-((4-chloropyridin-3-yl)methoxy)-2-methylbenzofuran-3-carboxamido)-3,3-difluoropiperidine-1-carboxylate ClC1=C(C=NC=C1)COC=1C=CC2=C(C(=C(O2)C)C(=O)NC2C(CN(CC2)C(=O)OC(C)(C)C)(F)F)C1